(S)-3-Fluoro-2-((R)-3-methylmorpholin-4-yl)-9-(2-oxobutyl)-8-trifluoromethyl-6,7,8,9-tetrahydro-pyrimido[1,2-a]-pyrimidin-4-one FC1=C(N=C2N(C1=O)CC[C@H](N2CC(CC)=O)C(F)(F)F)N2[C@@H](COCC2)C